2-((1-cyclohexyl)methyl)-4,5-dihydrooxazole C1(CCCCC1)CC=1OCCN1